ClC1=CC=C(O[C@@]2([C@@H](C2)C)C(=O)OC)C=C1 |r| (±)-Methyl (1S,2R)-1-(4-chlorophenoxy)-2-methylcyclopropane-1-carboxylate